FC1(CN(C1)C1=NC(=NC=N1)N[C@H](C(=O)N1C[C@]2(C[C@H]1C#N)C(NC1=CC=CC=C12)=O)CC1=CC(=CC=C1)F)F (3R,5'S)-1'-((S)-2-((4-(3,3-difluoroazetidin-1-yl)-1,3,5-triazin-2-yl)amino)-3-(3-fluorophenyl)propionyl)-2-oxospiro[indoline-3,3'-pyrrolidine]-5'-carbonitrile